S1C=NC2=C1C=C(C=C2)C[C@H](CC(=O)NO)N2N=NC(=C2)CNC(C2=CC(=C(C=C2)F)F)=O (R)-N-((1-(1-(Benzo[d]thiazol-6-yl)-4-(hydroxyamino)-4-oxobutan-2-yl)-1H-1,2,3-triazol-4-yl)methyl)-3,4-difluorobenzamid